ClC1=CC=C2C(=CN(C2=C1Cl)C=1C=NN(C1)CC(=O)OCC)C=1C=NN(C1)C1OCCCC1 ethyl 2-[4-[6,7-dichloro-3-(1-tetrahydropyran-2-ylpyrazol-4-yl)indol-1-yl]pyrazol-1-yl]acetate